2-[4-[3-[1-(5-ethoxypyrimidin-2-yl)-4-piperidyl]propoxy]-2-fluoro-phenyl]-1-[(3S)-3-[[[3-hydroxy-2,2-bis(hydroxymethyl)propyl]amino]methyl]pyrrolidin-1-yl]ethanone C(C)OC=1C=NC(=NC1)N1CCC(CC1)CCCOC1=CC(=C(C=C1)CC(=O)N1C[C@@H](CC1)CNCC(CO)(CO)CO)F